glycerate calcium hydrate O.[Ca+2].C(C(O)CO)(=O)[O-].C(C(O)CO)(=O)[O-]